(±)-(1S,3R,5R)-8-benzyl-6-((tert-butyldimethylsilyl)oxy)-8-azabicyclo[3.2.1]octan-3-yl acetate C(C)(=O)O[C@@H]1C[C@H]2C[C@H]([C@@H](C1)N2CC2=CC=CC=C2)O[Si](C)(C)C(C)(C)C |&1:8|